C(#N)C=1C=C(C=CC1OCC(C)C)N1C=NC(=C1)C(=O)O 1-(3-cyano-4-isobutoxy-phenyl)-imidazole-4-formic acid